ethyl 1-sulfamoylpiperidine-3-carboxylate S(N)(=O)(=O)N1CC(CCC1)C(=O)OCC